O=S1(CCNCC1)=O 1,1-dioxothiomorpholin